[Na+].[Na+].[Na+].[Na+].C(=O)([O-])CN([C@@H](CCC(=O)[O-])C(=O)[O-])CC(=O)[O-] N,N-Di-carboxymethyl-glutamic acid tetrasodium salt